O=C1NC(CCC1N1CC=2C=CC(=C(C2C1=O)C#N)C(F)(F)F)=O 2-(2,6-dioxopiperidin-3-yl)-3-oxo-5-(trifluoromethyl)isoindoline-4-carbonitrile